(R)-tert-butyl (2-((4-(4-amino-7-methyl-7H-pyrrolo[2,3-d]pyrimidin-5-yl)-3-methylphenyl)amino)-2-oxo-1-phenylethyl)carbamate NC=1C2=C(N=CN1)N(C=C2C2=C(C=C(C=C2)NC([C@@H](C2=CC=CC=C2)NC(OC(C)(C)C)=O)=O)C)C